1H-indol-6-ethylamine N1C=CC2=CC=C(C=C12)CCN